C(C1=CC=CC=C1)OC(=O)N1CC(C(CC1)N1CCC2(CN(C2)C(=O)OC(C)(C)C)CC1)(F)F Tert-butyl 7-(1-((benzyloxy)carbonyl)-3,3-difluoropiperidin-4-yl)-2,7-diazaspiro[3.5]nonane-2-carboxylate